C(C1=CC=CC=C1)OC(CCCCCCCCCC(=O)N([C@@H](CCC(=O)OC(C)(C)C)C(=O)OCC1=CC=CC=C1)CCCCCCCCCCC)=O 1-benzyl 5-(tert-butyl) N-(11-(benzyloxy)-11-oxoundecanoyl)-N-undecyl-L-glutamate